N-[5-(1H-benzimidazol-2-yl)-1-[(4-methoxyphenyl)methyl]pyrazol-3-yl]-3-chloro-4-(3-methoxypropoxy)benzamide N1C(=NC2=C1C=CC=C2)C2=CC(=NN2CC2=CC=C(C=C2)OC)NC(C2=CC(=C(C=C2)OCCCOC)Cl)=O